2-[(3R)-3-hydroxy-3-methylpyrrolidin-1-yl]-N-[7-methoxy-4-(oxan-4-yl)-1H-1,3-benzodiazol-2-yl]acetamide O[C@]1(CN(CC1)CC(=O)NC1=NC2=C(N1)C(=CC=C2C2CCOCC2)OC)C